N-(Chroman-8-yl)-4-(methylsulfonyl)-2-(6-azaspiro[2.5]octan-6-yl)benzamide O1CCCC2=CC=CC(=C12)NC(C1=C(C=C(C=C1)S(=O)(=O)C)N1CCC2(CC2)CC1)=O